ethyl (Z)-2-fluoro-3-(isoxazol-5-yl)acrylate F\C(\C(=O)OCC)=C/C1=CC=NO1